N4-cyclopentyl-N2,N2-bis(4-methoxybenzyl)pyridine-2,3,4-triamine C1(CCCC1)NC1=C(C(=NC=C1)N(CC1=CC=C(C=C1)OC)CC1=CC=C(C=C1)OC)N